tert-butyl 3-((5-bromo-1-methyl-1H-pyrazol-4-yl)oxy)-4-hydroxypyrrolidine-1-carboxylate BrC1=C(C=NN1C)OC1CN(CC1O)C(=O)OC(C)(C)C